tert-Butyl 6-chloro-3-[1-[6-methyl-2-(2-methylindazol-5-yl)-4-oxo-chromen-8-yl]ethylamino]pyridine-2-carboxylate ClC1=CC=C(C(=N1)C(=O)OC(C)(C)C)NC(C)C=1C=C(C=C2C(C=C(OC12)C1=CC2=CN(N=C2C=C1)C)=O)C